C(C1=CC=CC=C1)OC=1C(C(=CN2N(CN(C(C21)=O)[C@H](C=C)CO)C(C=C)C)C(=O)NCC2=C(C=C(C=C2)F)F)=O 5-Benzyloxy-N-[(2,4-difluorophenyl)methyl]-3-[(1R)-1-(hydroxymethyl)allyl]-1-(1-methylallyl)-4,6-dioxo-2H-pyrido[2,1-f][1,2,4]triazine-7-carboxamide